2-(2-(3-Oxa-6-azabicyclo[3.1.1]heptan-6-yl)-6-methoxybenzo[d]thiazole-7-carboxamido)-4-chlorobenzoic Acid C12COCC(N1C=1SC3=C(N1)C=CC(=C3C(=O)NC3=C(C(=O)O)C=CC(=C3)Cl)OC)C2